BrC1=C2C(C(N(C2=CC(=C1)C(=O)NC1=CC=C(C=C1)OC(F)(F)Cl)CCN(C)C)=O)(C)C 4-bromo-N-(4-(chlorodifluoromethoxy)phenyl)-1-(2-(dimethylamino)ethyl)-3,3-dimethyl-2-oxoindoline-6-carboxamide